BrC=1C(C(=C(N(C1CNN)CC)C1=CC(=C(C=C1)Cl)Cl)C(=O)OCC)=O ethyl 5-bromo-2-(3,4-dichlorophenyl)-1-ethyl-6-(hydrazinomethyl)-4-oxo-pyridine-3-carboxylate